4,5,9,10-Tetra-azaperylen C1=CC=C2N=NC=C3C4=CC=NC5=NC=CC(C1=C23)=C45